bis(2-heptylnonyl) 8-((2-oxaspiro[3.3]heptan-6-yl)amino)pentadecanedioate C1OCC12CC(C2)NC(CCCCCCC(=O)OCC(CCCCCCC)CCCCCCC)CCCCCCC(=O)OCC(CCCCCCC)CCCCCCC